Cl.NC1=C(C=C(C(=C1)N)O)O 4,6-diamino-1,3-benzenediol hydrochloride